C[C@@H]1CNS(C2=C(O1)C=C(C=C2)C#CCNC(OC(C)(C)C)=O)(=O)=O tert-butyl (R)-(3-(4-methyl-1,1-dioxido-3,4-dihydro-2H-benzo[b][1,4,5]oxathiazepin-7-yl)prop-2-yn-1-yl)carbamate